C(C)(C)(C)OC(=O)NC1=CC=C(C=C1)C=1N(C2=CC(=C(C=C2C1)OC)C(=O)O)C1CCC1 2-(4-((tert-butoxycarbonyl)amino)phenyl)-1-cyclobutyl-5-methoxy-1H-indole-6-carboxylic acid